ClC1=CC=C(C(=N1)C(=O)NS(=O)(=O)C)N[C@H](C)C=1C=C(C=C2C(N(C(=NC12)N1CCC(CC1)C1=NN(C(=N1)C(F)F)C)C)=O)C (R)-6-chloro-3-((1-(2-(4-(5-(difluoromethyl)-1-methyl-1H-1,2,4-triazol-3-yl)piperidin-1-yl)-3,6-dimethyl-4-oxo-3,4-dihydroquinazolin-8-yl)ethyl)amino)-N-(methylsulfonyl)picolinamide